2-(2-hydroxy-3',5'-di-tert-butylphenyl)-5-chloro-benzotriazole OC1=C(C=C(C=C1C(C)(C)C)C(C)(C)C)N1N=C2C(=N1)C=CC(=C2)Cl